ClC1=C(C=CC(=C1)Cl)CN1N=C(C2=CC=CC=C12)C(=O)NC1=C(C=CC=C1)F 1-[(2,4-dichlorophenyl)methyl]-N-(2-fluorophenyl)indazole-3-carboxamide